2-bromo-4,5,6,7-tetrahydropyrazolo[1,5-a]pyrazine trifluoroacetate FC(C(=O)O)(F)F.BrC1=NN2C(CNCC2)=C1